(R)- or (S)-5-[1-(2-Chloro-6-fluorophenyl)-piperidin-4-yl]-7-(2-cyclopropyl-benzyl)-4-methyl-2,4,5,7-tetrahydro-pyrazolo[3,4-d]pyrimidin-6-one ClC1=C(C(=CC=C1)F)N1CCC(CC1)N1C(N(C=2C([C@H]1C)=CNN2)CC2=C(C=CC=C2)C2CC2)=O |o1:19|